1-Tert-butyl (4S)-4-[3-(2,6-dioxo-3-piperidyl)-1-methyl-indazol-7-yl]-3,3-difluoro-piperidine-1-carboxylate O=C1NC(CCC1C1=NN(C2=C(C=CC=C12)[C@H]1C(CN(CC1)C(=O)OC(C)(C)C)(F)F)C)=O